2-(4-(4-(2-chloro-3-(6-methoxy-5-((7-oxo-2,6-diazaspiro[3.4]octan-2-yl)methyl)pyridin-2-yl)phenyl)-3-methylpyridin-2-yl)-2-methoxybenzyl)-2,6-diazaspiro[3.4]octan-7-one ClC1=C(C=CC=C1C1=NC(=C(C=C1)CN1CC2(C1)CNC(C2)=O)OC)C2=C(C(=NC=C2)C2=CC(=C(CN1CC3(C1)CNC(C3)=O)C=C2)OC)C